[Si](C)(C)(C(C)(C)C)OC=1C=C2C(=NN(C2=CC1)C1OCCCC1)C=1C=C(C=NC1)O[C@H](COCC[C@H](C)CS(=O)(=O)[O-])C [(1S)-3-[(2S)-2-[[5-[5-[tert-butyl(dimethyl)silyl]oxy-1-tetrahydropyran-2-yl-indazol-3-yl]-3-pyridyl]oxy]propoxy]-1-methyl-propyl]methanesulfonate